di(phenyl)propane C1(=CC=CC=C1)C(C)(C)C1=CC=CC=C1